8-(tert-butyl)-2-fluoro-4-hydroxy-8,9-dihydrobenzo[4,5]imidazo[1,2-a]pyridin-6(7H)-one C(C)(C)(C)C1CC2=C(N=C3N2C=C(C=C3O)F)C(C1)=O